1-(3-fluoro-9H-carbazol-9-yl)-3-((S)-3-(hydroxymethyl)piperazin-1-yl)-2-propanol FC=1C=CC=2N(C3=CC=CC=C3C2C1)CC(CN1C[C@H](NCC1)CO)O